4-(4-(2,2-difluoroethyl)-1-((5-methoxy-7-methyl-1H-indol-4-yl)methyl)piperazin-2-yl)-2-(2-oxopiperidin-1-yl)benzoic acid FC(CN1CC(N(CC1)CC1=C2C=CNC2=C(C=C1OC)C)C1=CC(=C(C(=O)O)C=C1)N1C(CCCC1)=O)F